NC=1C=CC(=C(C1)C=1C=NC2=CC(=NC=C2C1)NCCC#N)C 3-((3-(5-amino-2-methylphenyl)-1,6-naphthyridin-7-yl)amino)propanenitrile